5-((5-(2-(((1R,3R)-3-aminocyclohexyl)oxy)-6-methoxyphenyl)-1H-pyrazol-3-yl)amino)pyrazine-2-carbonitrile N[C@H]1C[C@@H](CCC1)OC1=C(C(=CC=C1)OC)C1=CC(=NN1)NC=1N=CC(=NC1)C#N